1-(1-(4-chlorophenyl)-1H-imidazol-4-yl)cyclopropylamine ClC1=CC=C(C=C1)N1C=NC(=C1)C1(CC1)N